FC=1C=C(C=C(C1N1S(NC(C1)=O)(=O)=O)O)NC(=O)N[C@H]1[C@H](CC2=CC=CC=C12)O 1-[3-fluoro-5-hydroxy-4-(1,1,4-trioxo-1,2,5-thiadiazolidin-2-yl)phenyl]-3-[(1R,2S)-2-hydroxyindan-1-yl]urea